5-fluoro-2-[(2H3)methylsulfanyl]pyridin FC=1C=CC(=NC1)SC([2H])([2H])[2H]